(4-(pyridin-3-yl)phenyl)methanamine N1=CC(=CC=C1)C1=CC=C(C=C1)CN